ON=C(N)C1CCC(CC1)(C)C N'-hydroxy-4,4-dimethyl-cyclohexanecarboxamidine